C(C)OC=1C=CC(=C2C=CC=NC12)N[C@@H]1CN(CC1)CC(=O)N1[C@@H](CCC1)C#N (2S)-1-[2-[(3S)-3-[(8-ethoxy-5-quinolyl)amino]pyrrolidin-1-yl]acetyl]pyrrolidine-2-carbonitrile